bis(β-epithiopropyl)trisulfide CC1(CS1)SSSC1(C)CS1